CC1(C2=CC(=CC=C2C(C=2C3=C(OC21)C=CC=C3)=O)OCC(=O)NC3CCNCC3)C 2-(6,6-Dimethyl-11-oxo-6,11-dihydro-benzo[b]naphtho[2,3-d]furan-8-yloxy)-N-piperidin-4-yl-acetamide